4-((benzyloxy)methyl)benzoic acid C(C1=CC=CC=C1)OCC1=CC=C(C(=O)O)C=C1